(R)-4-(6-isopropyl-2-(1H-pyrazol-3-yl)-6,7,8,9-tetrahydro-1,3,6,9a-tetraazabenzo[cd]azulene-4-yl)-3-methylmorpholine C(C)(C)N1C=2C3=C(C(=NN3CCC1)C1=NNC=C1)N=C(C2)N2[C@@H](COCC2)C